C(=O)(OC(C)(C)C)[C@](N)(CCCC(N)C(=O)OCC1=CC=CC=C1)C(=O)O α-Boc-ε-CBz-Lysine